ClC=1N=CC=C2C1N(C(=C2)C=O)CC2CC2 7-chloro-1-(cyclopropylmethyl)pyrrolo[2,3-c]pyridine-2-carbaldehyde